COC=1C(=CC2=C(C1)OCC1=C2N(N=C1C(=O)N1CCC(CCC1)C(=O)O)C1=CSC=C1)C=C(C)C [7-Methoxy-8-(2-methyl-propenyl)-1-thiophen-3-yl-1,4-dihydro-chromeno[4,3-c]pyrazole-3-carbonyl]-azepane-4-carboxylic acid